undecyl fluorodecyl-sulfonate FCCCCCCCCCCS(=O)(=O)OCCCCCCCCCCC